ClC1=C(C=CC=C1)C(=C)CC(=O)N (1-(2-chlorophenyl)vinyl)acetamide